N(=[N+]=[N-])[C@@]1([C@H]([C@H]2[C@H](CNC2)C1)CCCB1OC(C(O1)(C)C)(C)C)C(=O)OCC1=CC=CC=C1 Benzyl (3aR,4S,5S,6aR)-5-azido-4-(3-(4,4,5,5-tetramethyl-1,3,2-dioxaborolan-2-yl)propyl)octahydrocyclopenta[c]pyrrole-5-carboxylate